6-methoxy-7-(piperidin-1-yl)-l-1-phenyl-13,13-dipropyl-3-phenyl-3-(2-(2-(1-methacroylethoxy)ethoxy)ethoxy)phenyl-3H,13H-indeno[2',3':3,4]naphtho[1,2-b]pyran COC1=CCC(CC1(C1=CC=CC=C1)C=1C2=C(OCC1)C=1C=CC(=CC1C1=C2C(C2=CC=CC=C21)(CCC)CCC)N2CCCCC2)(OCCOCCO[C@@H](C)C(=O)C(=C)C)C2=CC=CC=C2